OC=1C=C(CN2CCCC23CCN(CC3)C(=O)OC(C)(C)C)C=C(C1)C(F)(F)F tert-butyl 1-(3-hydroxy-5-(trifluoromethyl) benzyl)-1,8-diazaspiro[4.5]decane-8-carboxylate